C(CCCCCCC)C=1SC=CC1CCCCCCCC 2,3-dioctylthiophene